C1(=CC=C(C=C1)N(C1=CC=C(C=C1)C=CC1=CC=C(C=C1)C=CC1=CC=C(C=C1)N(C1=CC=C(C=C1)C)C1=CC=C(C=C1)C)C1=CC=C(C=C1)C)C 4-(di-p-tolylamino)-4'-[4-(di-p-tolylamino)styryl]Stilben